C(C)(C)(C)OC(=O)NC1=NC=CC2=C1N(C(N2[C@H]2CN(CCC2)C(=O)OC(C)(C)C)=O)C2=CC=C(C=C2)OC2=CC=CC=C2 tert-butyl (R)-3-(4-((tert-butoxycarbonyl)amino)-2-oxo-3-(4-phenoxyphenyl)-2,3-dihydro-1H-imidazo[4,5-c]pyridin-1-yl)piperidine-1-carboxylate